methyl 4-(2-{[4-(2-{[(tert-butoxy)carbonyl] amino}acetyl)piperazin-1-yl]methyl}phenoxy-methyl)benzoate C(C)(C)(C)OC(=O)NCC(=O)N1CCN(CC1)CC1=C(OCC2=CC=C(C(=O)OC)C=C2)C=CC=C1